P(=O)(O)(O)O.ClC=1C(=NNC1)C 4-chloro-3-methyl-pyrazole phosphate